Ethyl (S)-3-(4-chloro-2'-(hex-5-en-1-yl)-4',6'-dimethyl-[1,1'-biphenyl]-3-yl)-3-((R)-2-((methylsulfonyl)oxy)pent-4-enamido)propanoate ClC1=C(C=C(C=C1)C1=C(C=C(C=C1C)C)CCCCC=C)[C@H](CC(=O)OCC)NC([C@@H](CC=C)OS(=O)(=O)C)=O